6-(2H-benzotriazol-2-yl)-4-tert-octylphenol N=1N(N=C2C1C=CC=C2)C2=CC(=CC=C2O)C(C)(C)CC(C)(C)C